2-[4-(3-chloro-2-hydroxypropoxy)phenyl]propan ClCC(COC1=CC=C(C=C1)C(C)C)O